(2-bromoimidazo[1,2-a]pyridin-7-yl)boronic acid BrC=1N=C2N(C=CC(=C2)B(O)O)C1